Cl.Cl.N=1C=C(N2C1C=CC=C2)[C@@H](C)N (R)-1-(imidazo[1,2-a]pyridin-3-yl)ethanamine dihydrochloride